ClC1=C(C(=C(C=N1)/N=C/N(C)C)C#N)F (E)-N'-(6-chloro-4-cyano-5-fluoropyridin-3-yl)-N,N-dimethylformimidamide